C1(CCCCC1)C1=CC(=NN(C1=O)C=1C=NC=C(C1)C=1N(N=NC1)C)C(=O)OC methyl 5-cyclohexyl-1-[5-(3-methyltriazol-4-yl)-3-pyridyl]-6-oxo-pyridazine-3-carboxylate